C1(CC1)NCC1=CC(=C(C=C1)C=1N=C2SC3=C(N2C1)C=CC(=C3)C(=O)NCCCN3CCCCC3)F 2-(4-((cyclopropylamino)methyl)-2-fluorophenyl)-N-(3-(piperidin-1-yl)propyl)benzo[d]imidazo[2,1-b]thiazole-7-carboxamide